C(CCCCCCCCCCCCCCCCC)(=O)[O-].[Mn+2].C(CCCCCCCCCCCCCCCCC)(=O)[O-] manganese(II) stearate